CC=1C(CCC(=CCCC(=CCC1)C)C)=O 2,6,10-trimethylcyclododeca-2,5,9-trien-1-one